((1R,3r,5S,6r)-6-(1-isopropyl-3-(3-(trifluoromethyl)phenyl)-1H-1,2,4-triazol-5-yl)bicyclo[3.1.0]hexane-3-yl)morpholine C(C)(C)N1N=C(N=C1C1[C@H]2CC(C[C@@H]12)N1CCOCC1)C1=CC(=CC=C1)C(F)(F)F